tert-butyl (8-chloro-6-(N-(1-methylcyclopropyl)sulfamoyl)isoquinolin-3-yl)carbamate ClC=1C=C(C=C2C=C(N=CC12)NC(OC(C)(C)C)=O)S(NC1(CC1)C)(=O)=O